(2R,4S)-2-(1H-indol-3-yl)methyl-4-(benzylamino)pyrrolidine-1-carboxylic acid benzyl ester C(C1=CC=CC=C1)OC(=O)N1[C@@H](C[C@@H](C1)NCC1=CC=CC=C1)CC1=CNC2=CC=CC=C12